methyl-2-amino-3-cyano-1H-indole CN1C(=C(C2=CC=CC=C12)C#N)N